FC1=C2NC(C(=NC2=CC=C1CN1CCN(CC1)C=1C=CC(=NC1)C(=O)NC)C)=O 5-[4-[(5-Fluoro-2-methyl-3-oxo-4H-quinoxalin-6-yl)methyl]piperazin-1-yl]-N-methyl-pyridine-2-carboxamide